2-[4-[1-(quinolin-6-ylmethyl)-1H-[1,2,3]Triazolo[4,5-b]Pyrazin-6-yl]-1H-pyrazol-1-yl]Ethanol N1=CC=CC2=CC(=CC=C12)CN1N=NC=2C1=NC(=CN2)C=2C=NN(C2)CCO